2-(1-acetylpiperidine-4-carbonyl)-8-phenyl-1,3,4,12a-tetrahydrobenzo[e]pyrazino[1,2-a][1,4]diazepine-6,12(2H,11H)-dione C(C)(=O)N1CCC(CC1)C(=O)N1CC2N(C(C3=C(NC2=O)C=CC(=C3)C3=CC=CC=C3)=O)CC1